(6-(3-Chloro-1H-pyrazol-4-yl)-1-(2-hydroxyethyl)-1H-pyrrolo[2,3-b]pyridin-3-yl)(6-fluorochroman-3-yl)methanone ClC1=NNC=C1C1=CC=C2C(=N1)N(C=C2C(=O)C2COC1=CC=C(C=C1C2)F)CCO